CN(C)CC1=CC(=C(C=C1)S(=O)(N)=NC(NC1=C2CCCC2=CC=2CCCC12)=O)OC 4-((Dimethylamino)methyl)-N'-((1,2,3,5,6,7-hexahydro-s-indacen-4-yl)carbamoyl)-2-methoxybenzene-sulfonimidamide